iso-propyl 2-methylpropanoate CC(C(=O)OC(C)C)C